[F-].[OH-].[Al+2] Aluminum Hydroxide Fluoride